pyridazine-5(6H)-one N1=NC=CC(C1)=O